BrC1=CC=C(OCC2=CC=C(C=C2)C=2NOC=C(N2)C(=O)NO)C=C1 3-(4-((4-Bromophenoxy)methyl)phenyl)-N-hydroxy-1,2,4-oxadiazine-5-carboxamide